CC1(CN2C(OC1)=C(C=N2)S(=O)(=O)NC(NC2CCCCC1=C2C=CC=C1)=O)C 6,6-dimethyl-N-((6,7,8,9-tetrahydro-5H-benzo[7]annulen-5-yl)carbamoyl)-6,7-dihydro-5H-pyrazolo[5,1-b][1,3]oxazine-3-sulfonamide